BrC=1SC=C(N1)C(C(=O)OC)C Methyl 2-(2-bromothiazol-4-yl)propanoate